2-Tert-butyl (1S,4S)-5-((1r,3S)-3-(((benzyloxy)carbonyl)amino)cyclobutyl)-2,5-diazabicyclo[2.2.1]heptane-2-carboxylate C(C1=CC=CC=C1)OC(=O)NC1CC(C1)N1[C@@H]2CN([C@H](C1)C2)C(=O)OC(C)(C)C